(4S)-4-[(2S)-2-Decanamido-3-hydroxypropanamido]-2,2,6-trimethyl-3-oxoheptanoic acid C(CCCCCCCCC)(=O)N[C@H](C(=O)N[C@H](C(C(C(=O)O)(C)C)=O)CC(C)C)CO